C(C)(C)N1C(=NN2C(C1=O)=NC=C2C=2N=CN(C2)C(C2=CC=CC=C2)(C2=CC=CC=C2)C2=CC=CC=C2)C=2C=NN(C2)CCN(C(=O)C2CC2)C N-(2-(4-(3-isopropyl-4-oxo-7-(1-trityl-1H-imidazol-4-yl)-3,4-dihydroimidazo[2,1-f][1,2,4]triazin-2-yl)-1H-pyrazol-1-yl)ethyl)-N-methylcyclopropanecarboxamide